[1-[5-[(1S)-1-[(2S,4R)-4-hydroxy-2-[[(1S)-1-[4-(4-methylthiazol-5-yl)phenyl]ethyl]carbamoyl]pyrrolidine-1-carbonyl]-2-methyl-propyl]isoxazol-3-yl]-4-piperidyl]piperidine-1-carboxylate O[C@@H]1C[C@H](N(C1)C(=O)[C@@H](C(C)C)C1=CC(=NO1)N1CCC(CC1)OC(=O)N1CCCCC1)C(N[C@@H](C)C1=CC=C(C=C1)C1=C(N=CS1)C)=O